6-(2-(m-tolyl)-5,6-dihydro-4H-pyrrolo[1,2-b]pyrazol-3-yl)-1H-indazole C1(=CC(=CC=C1)C=1C(=C2N(N1)CCC2)C2=CC=C1C=NNC1=C2)C